(3R)-1-(3-((8-oxa-3-azabicyclo[3.2.1]octan-3-yl)methyl)-2-((6-amino-9H-purin-9-yl)methyl)-4-fluorophenyl)-3-amino-N-cyclopropylpyrrolidin-3-carboxamide C12CN(CC(CC1)O2)CC=2C(=C(C=CC2F)N2C[C@](CC2)(C(=O)NC2CC2)N)CN2C1=NC=NC(=C1N=C2)N